Methyl 1-[(4R,6S)-12-chloro-6-methyl-2,8,10,11-tetrazatricyclo[7.4.0.02,6]-trideca-1(9),10,12-trien-4-yl]pyrrolo[2,3-b]pyridine-5-carboxylate ClC=1N=NC=2NC[C@@]3(C[C@H](CN3C2C1)N1C=CC=2C1=NC=C(C2)C(=O)OC)C